(S)-3-(5-methyl-1'-(3-(1-methyl-1H-pyrazol-4-yl)benzyl)-6-oxo-6,8-dihydro-2H,7H-spiro[furo[2,3-e]isoindole-3,4'-piperidin]-7-yl)piperidine-2,6-dione CC=1C=C2C(=C3CN(C(C13)=O)[C@@H]1C(NC(CC1)=O)=O)OCC21CCN(CC1)CC1=CC(=CC=C1)C=1C=NN(C1)C